C(CCCCC#CCCCCCCCCCCC)(=O)[O-] octadec-6-ynoate